3-(2,6-difluoro-4-(4-(2-oxopiperazin-1-yl)piperidin-1-yl)phenyl)piperidine-2,6-dione FC1=C(C(=CC(=C1)N1CCC(CC1)N1C(CNCC1)=O)F)C1C(NC(CC1)=O)=O